Trihydrochloride C(CCNCCCN)CN.Cl.Cl.Cl